ClC=1N2C=C(C=C2C=CC1)C(=O)N1CC=2C(CC1)=NNC2C(=O)N(C)C2(CC2)COC 5-(5-chloroindolizine-2-carbonyl)-N-[1-(methoxymethyl)cyclopropyl]-N-methyl-2H,4H,5H,6H,7H-pyrazolo[4,3-c]pyridine-3-carboxamide